2,6-dimethoxybenzoylbenzyl-octyl-phosphine oxide COC1=C(C(=O)P(CCCCCCCC)(CC2=CC=CC=C2)=O)C(=CC=C1)OC